[6-[5-(6-methyl-2-pyridyl)-1H-pyrazol-4-yl]-1,5-naphthyridin-3-yl]-(3-morpholinoazetidin-1-yl)methanone CC1=CC=CC(=N1)C1=C(C=NN1)C=1N=C2C=C(C=NC2=CC1)C(=O)N1CC(C1)N1CCOCC1